FC1=CC=C(C=C1)C1=NN(C(=C1NS(=O)(=O)C1=CC=C(C=C1)OC)C(=O)O)C 3-(4-fluorophenyl)-4-((4-methoxyphenyl)sulfonamido)-1-methyl-1H-pyrazole-5-carboxylic acid